2-(2-fluoro-4-(methylsulfonyl)phenyl)-6-(4-(8-isopropyl-3,8-diazabicyclo[3.2.1]octan-3-yl)phenyl)-1-methyl-1H-pyrrolo[3,2-b]pyridine FC1=C(C=CC(=C1)S(=O)(=O)C)C1=CC2=NC=C(C=C2N1C)C1=CC=C(C=C1)N1CC2CCC(C1)N2C(C)C